2-(3-Acetyl-5-(2-methylpyrimidin-5-yl)-1H-indazol-1-yl)acetyl-N-(6-bromo-4-methoxypyridine-2-yl)-4-fluoropyrrolidine-2-carboxamide C(C)(=O)C1=NN(C2=CC=C(C=C12)C=1C=NC(=NC1)C)CC(=O)N1C(CC(C1)F)C(=O)NC1=NC(=CC(=C1)OC)Br